NC(CC[SiH2]O[SiH2]CCC(C)N)C 1,3-bis(3-amino-butyl)disiloxane